2-amino-4-(6-(bis(4-methoxybenzyl)amino)-4-methyl-3-(trifluoromethyl)pyridin-2-yl)-5-chloro-3-fluorobenzamide NC1=C(C(=O)N)C=C(C(=C1F)C1=NC(=CC(=C1C(F)(F)F)C)N(CC1=CC=C(C=C1)OC)CC1=CC=C(C=C1)OC)Cl